ClC1=C(OC2(CCCC2)C(=O)OCC(=O)O)C=C(C(=C1)F)N1C(N(C(=CC1=O)C(F)(F)F)C)=O {[(1-{2-chloro-4-fluoro-5-[3-methyl-2,6-dioxo-4-(trifluoromethyl)-3,6-dihydropyrimidin-1(2H)-yl]phenoxy}cyclopentyl)carbonyl]oxy}acetic acid